4-benzyl-3-(3-(2-trifluoromethyl-phenyl)acryloyl)oxazolidin-2-one-5,5-d2 C(C1=CC=CC=C1)C1N(C(OC1([2H])[2H])=O)C(C=CC1=C(C=CC=C1)C(F)(F)F)=O